3-indolyl propionate C(CC)(=O)OC1=CNC2=CC=CC=C12